N-(2-((2-(Dimethylamino)ethyl)(methyl)amino)-5-((4-(5-(hydroxymethyl)-1H-indol-1-yl)pyrimidin-2-yl)amino)-4-methoxyphenyl)acrylamide CN(CCN(C1=C(C=C(C(=C1)OC)NC1=NC=CC(=N1)N1C=CC2=CC(=CC=C12)CO)NC(C=C)=O)C)C